N1CCC(=CC1)C1=CC=2N(C=C1)C(=CN2)N2C(NC(C=C2)=O)=O (7-(1,2,3,6-tetrahydropyridin-4-yl)imidazo[1,2-a]pyridin-3-yl)pyrimidine-2,4(1H,3H)-dione